[Cl-].[Cl-].C(C)(C)(C)OCCCCCCC1=C(C(C2=CC=CC(=C12)C1=CC=C(C=C1)C(C)(C)C)[Zr+2]C1C(=CC2=C(C=CC=C12)C1=CC=C(C=C1)C(C)(C)C)C(C)C)C (3-(6-(tert-butoxy)hexyl)-4-(4-(tert-butyl)phenyl)-2-methyl-1H-inden-1-yl)(4-(4-(tert-butyl)phenyl)-2-isopropyl-1H-inden-1-yl)zirconium dichloride